tert-butyl (1S)-1-[[([1H,2H,3H-pyrrolo[3,4-c]pyridin-2-yl]carbonyl)amino]methyl]-6-azaspiro[2.5]octane-6-carboxylate C1N(CC=2C=NC=CC21)C(=O)NC[C@H]2CC21CCN(CC1)C(=O)OC(C)(C)C